2,2'-dimethoxy-4,4'-diaminobenzidine COC=1C(C=CC(C1)(N)N)=C1C(=CC(N)(C=C1)N)OC